(2s,5r)-5-(2-chlorophenyl)-1-(1-(4-methoxyphenyl)-5-phenyl-1H-pyrazole-3-carbonyl)pyrrolidine-2-carboxylic acid ClC1=C(C=CC=C1)[C@H]1CC[C@H](N1C(=O)C1=NN(C(=C1)C1=CC=CC=C1)C1=CC=C(C=C1)OC)C(=O)O